(2-(3-bromo-4-fluorobenzyl)-1,3-dioxolan-2-yl)-1,2,5-oxadiazol-3-amine BrC=1C=C(CC2(OCCO2)C=2C(=NON2)N)C=CC1F